I.C1=C(C=CC2=CC=CC=C12)CCN 2-(2-naphthyl)ethylamine hydroiodide